C(C1=CC=CC=C1)(=O)O.C(CCC)P(CCCC)(CCCC)CCCC tetrabutyl-phosphine benzoate